C1(CC1)C=1N=NN(C1)[C@H](C(=O)N1[C@@H](C[C@H](C1)O)C(=O)NC1CCS(CC1)(=O)=O)C(C)(C)C (2S,4R)-1-[(2S)-2-(4-cyclopropyltriazol-1-yl)-3,3-dimethyl-butanoyl]-N-(1,1-dioxothian-4-yl)-4-hydroxy-pyrrolidine-2-carboxamide